4-methylenedioxy-amphetamine C1OC2=CC=C(CC(N)C)C=C2O1